2-(((6z,11z)-octadeca-6,11-dien-1-yl)oxy)tetrahydro-2H-pyran C(CCCC\C=C/CCC\C=C/CCCCCC)OC1OCCCC1